(R)-3-(3-(2-(2,5-Difluoro-1H-pyrrolo[2,3-b]pyridin-3-yl)thiazol-4-yl)phenyl)-3-hydroxy-1-methylpyrrolidin-2-one FC1=C(C=2C(=NC=C(C2)F)N1)C=1SC=C(N1)C=1C=C(C=CC1)[C@]1(C(N(CC1)C)=O)O